BrC1=C(C=NN(C1=O)C)N[C@@H]1C[C@@H](CN(C1)C)C1=CC=C(C(=O)NCCCCCCOC2=C3C(N(C(C3=CC=C2)=O)C2C(NC(CC2)=O)=O)=O)C=C1 4-((3R,5R)-5-((5-bromo-1-methyl-6-oxo-1,6-dihydropyridazin-4-yl)amino)-1-methylpiperidin-3-yl)-N-(6-((2-(2,6-dioxopiperidin-3-yl)-1,3-dioxoisoindolin-4-yl)oxy)hexyl)benzamide